FC(C1=CC=C(C=C1)N1N=C(C=C1C(C)C)OC1CCC2(CNC2)CC1)F 7-[1-[4-(difluoromethyl)phenyl]-5-isopropyl-pyrazol-3-yl]oxy-2-azaspiro[3.5]nonane